FC(C(N1CC2=C(CC1)NC(O2)=O)=O)(F)C=2C=C(C(=O)NC1=CC(=C(C=C1)F)C)C=CC2F 3-(1,1-difluoro-2-oxo-2-(2-oxo-1,4,6,7-tetrahydrooxazolo[5,4-c]pyridin-5(2H)-yl)ethyl)-4-fluoro-N-(4-fluoro-3-methylphenyl)benzamide